BrC=1C=CC(N(C1)C(C(=O)C1=C(N(C(=C1)C)CC1=CC=C(C=C1)F)C)C)=O 5-bromo-1-(1-(1-(4-fluorobenzyl)-2,5-dimethyl-1H-pyrrol-3-yl)-1-oxopropan-2-yl)pyridin-2(1H)-one